FC(OC1=C(C=CC(=C1)C(F)(F)F)C=1C=2N(C(=NN1)N[C@H]1CN(CCC1)C(=O)OC(C)(C)C)C=CC2)F t-Butyl (3R)-3-[[1-[2-(difluoromethoxy)-4-(trifluoromethyl)phenyl]pyrrolo[1,2-d][1,2,4]triazin-4-yl]amino]piperidine-1-carboxylate